C1(=CC=CC=C1)C(CNC(C)=O)C N-(2-phenylpropyl)acetamide